O[C@H](COC=1C=C(C=CC1)S(=O)(=O)CCC(=O)N)CN[C@H]1COC2(C1)CCN(CC2)S(=O)(=O)C=2C=C1C=CC=NC1=CC2 3-(3-((S)-2-hydroxy-3-((R)-8-(quinolin-6-ylsulfonyl)-1-oxa-8-azaspiro[4.5]decan-3-ylamino)propoxy)benzenesulfonyl)propionamide